(((2R,3S,4R,5R)-5-(4-benzamidopyrrolo[2,1-f][1,2,4]triazin-7-yl)-5-cyano-3,4-dihydroxytetrahydrofuran-2-yl)methoxy)methyl pivalate C(C(C)(C)C)(=O)OCOC[C@H]1O[C@@]([C@@H]([C@@H]1O)O)(C#N)C1=CC=C2C(=NC=NN21)NC(C2=CC=CC=C2)=O